N-(3,3-difluoropiperidin-4-yl)-2-methyl-5-((5-(trifluoromethyl)pyridin-3-yl)methoxy)benzofuran-3-carboxamide FC1(CNCCC1NC(=O)C1=C(OC2=C1C=C(C=C2)OCC=2C=NC=C(C2)C(F)(F)F)C)F